4-bromo-N-(2-oxoindolin-7-yl)benzenesulfonamide BrC1=CC=C(C=C1)S(=O)(=O)NC=1C=CC=C2CC(NC12)=O